ClC=1C(=NC=C(C1)C1=CC=NC2=CC(=CC(=C12)F)F)OC[C@@](CC(C)C)(C)NC(OC(C)(C)C)=O (S)-tert-butyl (1-((3-chloro-5-(5,7-difluoroquinolin-4-yl)pyridin-2-yl)oxy)-2,4-dimethylpentan-2-yl)carbamate